5-[[4-[2-[5-(1-hydroxyethyl)-2-pyridinyl]ethoxy]phenyl]methyl]-2,4-thiazolidinedione hydrochloride salt Cl.OC(C)C=1C=CC(=NC1)CCOC1=CC=C(C=C1)CC1C(NC(S1)=O)=O